BrC=1C(N(C(=CC1OCC1=C(C=C(C=C1)F)F)CO)C1=C(C=C(C=C1F)F)F)=O 3-bromo-4-[(2,4-difluorobenzyl)oxy]-6-(hydroxymethyl)-1-(2,4,6-trifluorophenyl)pyridin-2(1H)-one